C(C1=CC=CC=C1)O[C@H]1[C@@H](CC1)O |r| (1R,2R)- and (1S,2S)-2-(Benzyloxy)cyclobutan-1-ol